N-[(1S)-5-[2-(2-aminopyridin-3-yl)-5-(3-fluoropyrazol-1-yl)-7-methylimidazo[4,5-b]pyridin-3-yl]-2,3-dihydro-1H-inden-1-yl]-2,3-difluoro-5-formyl-4-hydroxybenzamide NC1=NC=CC=C1C1=NC=2C(=NC(=CC2C)N2N=C(C=C2)F)N1C=1C=C2CC[C@@H](C2=CC1)NC(C1=C(C(=C(C(=C1)C=O)O)F)F)=O